N1=C(C=CC=C1)[NH-] pyridinaminide